2-[2-{[(1S)-1-{4-[(3,3-difluoropiperidin-1-yl)methyl]phenyl}ethyl]amino}-7-oxopyrido[2,3-d]pyrimidin-8(7H)-yl]propionitrile FC1(CN(CCC1)CC1=CC=C(C=C1)[C@H](C)NC=1N=CC2=C(N1)N(C(C=C2)=O)C(C#N)C)F